NC=1C(=NC(=CN1)\C=C\CC)N1CCC(CC1)C(=O)OC methyl (E)-1-(3-amino-6-(but-1-en-1-yl)pyrazin-2-yl)piperidine-4-carboxylate